3-methyl-2-butanethiol CC(C(C)S)C